O=C1NC(CCC1N1C(C2=CC(=C(C=C2C1)CNC(OC(C)(C)C)=O)F)=O)=O tert-butyl N-{[2-(2,6-dioxopiperidin-3-yl)-6-fluoro-1-oxo-2,3-dihydro-1H-isoindol-5-yl]methyl}carbamate